O=C1CCC=NN1 6-oxo-1,4-dihydropyridazine